C1(CC1)C(=O)NC1=CC(=CC(=N1)N1C2C(CC1)CN(C2)C(=O)OC(C)(C)C)C Tert-Butyl 1-(6-(cyclopropanecarboxamido)-4-methylpyridin-2-yl)hexahydropyrrolo[3,4-b]pyrrole-5(1H)-carboxylate